FC1=CC=C(C=C1)C1=NNC(C1)C1=CC=CC=C1 3-(4-fluorophenyl)-5-phenyl-4,5-dihydro-1H-pyrazol